4H-imidazo[4,5-b]Indole N1C=NC=2NC=3C=CC=CC3C21